7-chloro-4-(methoxy-d3)-2-(4-(3-methoxyazetidin-1-yl)cyclohexyl)-2-methylbenzo[d][1,3]dioxan-5-carboxylic acid methyl ester COC(=O)C1=CC(=CC=2OC(OC(C21)OC([2H])([2H])[2H])(C)C2CCC(CC2)N2CC(C2)OC)Cl